2-(3-bromo-2-methylphenyl)-5-(chloromethyl)-6-(trifluoromethyl)benzo[d]oxazole BrC=1C(=C(C=CC1)C=1OC2=C(N1)C=C(C(=C2)C(F)(F)F)CCl)C